6-chloro-3-{2-acetamidoimidazo[1,2-b]pyridazin-6-yl}-2-fluoro-N-{[4-(trifluoromethoxy)phenyl]methyl}benzamide ClC1=CC=C(C(=C1C(=O)NCC1=CC=C(C=C1)OC(F)(F)F)F)C=1C=CC=2N(N1)C=C(N2)NC(C)=O